BrCCOC=1C=C2CC(N(C2=CC1)C(C)C)=O 5-(2-bromoethoxy)-1-(propan-2-yl)-2,3-dihydro-1H-indol-2-one